4-hydroxy-piperidine-4-carboxamide OC1(CCNCC1)C(=O)N